(5S,6R)-6-(acetoxymethyl)tetrahydro-2H-pyran-2,5-diyl diacetate C(C)(=O)OC1O[C@@H]([C@H](CC1)OC(C)=O)COC(C)=O